2,3-dichlorostyrene ClC1=C(C=C)C=CC=C1Cl